1-((6-cyclopropyl-8-(3-fluorooxetan-3-yl)imidazo[1,2-a]pyridin-2-yl)methyl)-N-(2-fluoro-3-methoxy-6-(1H-tetrazol-1-yl)benzyl)-1H-1,2,3-triazole-4-carboxamide C1(CC1)C=1C=C(C=2N(C1)C=C(N2)CN2N=NC(=C2)C(=O)NCC2=C(C(=CC=C2N2N=NN=C2)OC)F)C2(COC2)F